C(C=C)(=O)OCCCCCCCC[Si](C)(C)Br acryloyloxyoctyl-bromodimethylsilane